O=C([C@@H](O)[C@H](O)[C@H](O)CO)[O-] D-arabinonate